1-((2R,5S)-4-(6-chloro-7-(7-chloro-5-methyl-1H-indol-4-yl)-2-(3-(dimethylamino)azetidin-1-yl)-8-fluoroquinazolin-4-yl)-2,5-dimethylpiperazin-1-yl)prop-2-en-1-one ClC=1C=C2C(=NC(=NC2=C(C1C1=C2C=CNC2=C(C=C1C)Cl)F)N1CC(C1)N(C)C)N1C[C@H](N(C[C@@H]1C)C(C=C)=O)C